1-((1,5-dimethyl-1H-pyrazol-4-yl)sulfonyl)-4-(6-methylbenzo[d][1,3]dioxol-5-yl)piperidine CN1N=CC(=C1C)S(=O)(=O)N1CCC(CC1)C1=CC2=C(OCO2)C=C1C